decanyl vinyl ether C(=C)OCCCCCCCCCC